2-[2-[2-[2-[2-[2-[2-[4-[(2-chloro-9-methyl-purin-6-yl)amino]-3-methoxy-pyrazol-1-yl]ethoxy]ethoxy]ethoxy]ethoxy]ethoxy]ethoxy]ethanol ClC1=NC(=C2N=CN(C2=N1)C)NC=1C(=NN(C1)CCOCCOCCOCCOCCOCCOCCO)OC